C12(CC(C1)C2)CCN2N=C(C=CC2=O)C=2C=NC(=NC2)OCC(F)(F)F 2-(2-(bicyclo[1.1.1]pentan-1-yl)ethyl)-6-(2-(2,2,2-trifluoroethoxy)pyrimidin-5-yl)pyridazin-3(2H)-one